C(N)(OCC1=CC(=CC(=C1)Cl)Cl)=O 3,5-dichlorobenzyl carbamate